5-Bromo-3-(2-((tert-butyldimethylsilyl)oxy)ethoxy)picolinonitrile BrC=1C=C(C(=NC1)C#N)OCCO[Si](C)(C)C(C)(C)C